2-[2-(dipropylamino)ethyl]-6-nitrophenylacetic acid hydrochloride Cl.C(CC)N(CCC1=C(C(=CC=C1)[N+](=O)[O-])CC(=O)O)CCC